N-((3S)-1-(1-(Benzylsulfinyl)-N-(((S)-2-oxopyrrolidin-3-yl)methyl)methanamido)-5-methyl-2-oxohexan-3-yl)-4-methoxy-1H-indole-2-carboxamide C(C1=CC=CC=C1)S(=O)C(=O)N(C[C@H]1C(NCC1)=O)CC([C@H](CC(C)C)NC(=O)C=1NC2=CC=CC(=C2C1)OC)=O